3-((2-chloro-5-fluoropyrimidin-4-yl)amino)thiophene-2-carboxamide ClC1=NC=C(C(=N1)NC1=C(SC=C1)C(=O)N)F